N-(2-methoxyethyl)-N-methyl-3-phenoxypropanamide COCCN(C(CCOC1=CC=CC=C1)=O)C